1-Trimethoxysilylethyldimethylsilyl-4-bis(methyldimethoxysilylpropylamino)methylsilylethyldimethylsilylbenzene CO[Si](C(C)C=1C(=C(C=CC1CC[SiH2]C(NCCC[Si](C)(OC)OC)NCCC[Si](OC)(OC)C)[SiH](C)C)[SiH](C)C)(OC)OC